N-(4-bromobenzyl)-N-methyl-5,6-diphenylpyrazin-2-amine BrC1=CC=C(CN(C2=NC(=C(N=C2)C2=CC=CC=C2)C2=CC=CC=C2)C)C=C1